OC1CN(CC=2C=CC(=NC12)C(OC)=N)C(=O)OC(C)(C)C tert-butyl 8-hydroxy-2-(imino (methoxy)methyl)-7,8-dihydro-1,6-naphthyridine-6(5H)-carboxylate